OCCC1(CC1)C#N 1-(2-hydroxy-ethyl)-cyclopropanecarbonitrile